4-(6-(6-(difluoromethyl)imidazo[1,2-b]pyridazin-3-yl)pyrimidin-4-yl)-3-methyl-2-((methylsulfonyl)methyl)morpholine FC(C=1C=CC=2N(N1)C(=CN2)C2=CC(=NC=N2)N2C(C(OCC2)CS(=O)(=O)C)C)F